tert-butyl 5-((tert-butoxycarbonyl) (prop-2-yn-1-yl) amino)-6-methoxy-1-oxoisoindole-2-carboxylate C(C)(C)(C)OC(=O)N(C=1C=C2CN(C(C2=CC1OC)=O)C(=O)OC(C)(C)C)CC#C